1-(4-Bromo-phenyl)-3-[3-(4-chloro-2-methyl-2H-pyrazol-3-yl)-4-methoxy-phenyl]-urea BrC1=CC=C(C=C1)NC(=O)NC1=CC(=C(C=C1)OC)C=1N(N=CC1Cl)C